FC=1C=CC2=C(N=C(O2)NC=2OC3=C(N2)C=C(C=C3)C(=O)NCC(F)(F)F)C1 2-((5-fluorobenzo[d]oxazol-2-yl)amino)-N-(2,2,2-trifluoroethyl)benzo[d]oxazole-5-carboxamide